(2E)-3-(3-chloro-1H-indazol-6-yl)-N-[5-fluoro-2-(methoxymethyl)pyridin-3-yl]prop-2-enamide ClC1=NNC2=CC(=CC=C12)/C=C/C(=O)NC=1C(=NC=C(C1)F)COC